N([C@@H](CCC(=O)O)C(=O)O)CC(C(=O)[O-])=O Glutamo-Pyruvate